n-methyl-2-((2-(methylsulfonyl)-5-(trifluoromethyl)pyrimidin-4-yl)amino)benzamide CNC(C1=C(C=CC=C1)NC1=NC(=NC=C1C(F)(F)F)S(=O)(=O)C)=O